tert-butyl N-ethyl-N-(1-[7-((8-fluoro-7-methoxy-2-methylimidazo[1,2-a]pyridin-6-yl)carbamoyl)-1-([2-(trimethylsilyl)ethoxy]methyl)indol-4-yl]piperidin-4-yl)carbamate C(C)N(C(OC(C)(C)C)=O)C1CCN(CC1)C1=C2C=CN(C2=C(C=C1)C(NC=1C(=C(C=2N(C1)C=C(N2)C)F)OC)=O)COCC[Si](C)(C)C